1-(5-bromothiazol-2-yl)ethan-1-one Ethyl-2-[3-[(3-methoxycarbonyl-5-methyl-benzoyl)amino]propionylamino]-4-methyl-thiazole-5-carboxylate C(C)OC(=O)C1=C(N=C(S1)NC(CCNC(C1=CC(=CC(=C1)C)C(=O)OC)=O)=O)C.BrC1=CN=C(S1)C(C)=O